NC1=NC=C(C2=C1C(=C(N2C)C2=CC=C(C=C2)NC(C=C)=O)C2=CC(=C(C=C2)OC2=NC(=CC=C2)C)F)C#N N-(4-(4-amino-7-cyano-3-(3-fluoro-4-((6-methylpyridin-2-yl)oxy)phenyl)-1-methyl-1H-pyrrolo[3,2-c]pyridin-2-yl)phenyl)acrylamide